α-methyl-4-(2-thienylcarbonyl)benzeneacetate CC(C(=O)[O-])C1=CC=C(C=C1)C(=O)C=1SC=CC1